C(C)(C)C1=C(C(=O)NC2=C(C=C(C=C2)S(N[C@H](C)C2CCN(CC2)C)(=O)=O)C)C=CC=C1 (R)-2-isopropyl-N-(2-methyl-4-(N-(1-(1-methylpiperidin-4-yl)ethyl)sulfamoyl)phenyl)benzamide